COC1CC2(CN[C@@H]2C)C1 (1R,4r,6R)-6-methoxy-1-methyl-2-azaspiro[3.3]heptane